C1(CC1)C1=NC=NC(=C1C=1N=CC2=C(N1)N(N=N2)CC2=CC=C(C=C2)C=2N(C=C(N2)C(F)(F)F)C)OC 5-(4-cyclopropyl-6-methoxypyrimidin-5-yl)-3-(4-(1-methyl-4-(trifluoromethyl)-1H-imidazol-2-yl)benzyl)-3H-[1,2,3]triazolo[4,5-d]pyrimidine